C(CCCCCCCCC)(=O)OC[C@]1(O[C@H](C[C@@H]1O)N1C2=NC(=NC(=C2N=C1)NC(CCCCCCCCCCCCC)=O)F)C#C ((2R,3S,5R)-2-ethynyl-5-(2-fluoro-6-tetradecanamido-9H-purin-9-yl)-3-hydroxytetra-hydrofuran-2-yl)methyl decanoate